C(C1=CC=CC=C1)N1C[C@@H]([C@H](C1)CC)C(=O)OCC ethyl (3R,4R)-1-benzyl-4-ethylpyrrolidine-3-carboxylate